tert-butyl N-[6-(4-chlorobenzoyl)-5-[5-(hydroxymethyl)-3-methyl-isoxazol-4-yl]-2-pyridyl]-N-methyl-carbamate ClC1=CC=C(C(=O)C2=C(C=CC(=N2)N(C(OC(C)(C)C)=O)C)C=2C(=NOC2CO)C)C=C1